ClC1=C(C(=[N+](C=C1)[O-])C)C1=C(C(=C(C=C1)NC([C@@H](NC(=O)C1=CC=NN1C)C1CCCCC1)=O)F)F 4-chloro-3-(4-((S)-2-cyclohexyl-2-(1-methyl-1H-pyrazole-5-carboxamido)acetamido)-2,3-difluorophenyl)-2-methylpyridine 1-oxide